The molecule is a tetracyclic triterpenoid that is A,B-dihomo-19-nor-4-oxalanosta-1,8,19,24-tetraen-26,22-olide substituted by an acetoxy group at position 15, a hydroxy group at position 23 and an oxo group at position 3 (the 22S, 23R stereoisomer). It is isolated from the fruiting bodies of the Vietnamese mushroom Ganoderma colossum and displays inhibitory activity towards the enzyme HIV protease. It has a role as a metabolite and a HIV protease inhibitor. It is a delta-lactone, an acetate ester, an epsilon-lactone, a tetracyclic triterpenoid and a secondary alcohol. It derives from a hydride of a lanostane. CC1=C[C@H]([C@@H](OC1=O)[C@@H](C)[C@H]2C[C@H]([C@@]3([C@@]2(CCC4=C3CC[C@@H]5C(=C4)C=CC(=O)OC5(C)C)C)C)OC(=O)C)O